1-[2-(cycloocta-2-yn-1-yloxy)acetamido]-3,6,9,12-tetraoxapentadecane-15-carboxamide C1(C#CCCCCC1)OCC(=O)NCCOCCOCCOCCOCCCC(=O)N